OC(COC(C=C)=O)C(C(CO)O)O 2,3,4,5-Tetrahydroxypentylacrylat